BrC1=C(C2=C(SC=C2)C=C1C(F)F)OCOC 5-bromo-6-(difluoromethyl)-4-(methoxymethoxy)benzo[b]thiophene